tert-butyl N-[1-[1-(2,6-dioxo-3-piperidyl)-5-fluoro-indolin-4-yl]-4-piperidyl]-N-methyl-carbamate O=C1NC(CCC1N1CCC2=C(C(=CC=C12)F)N1CCC(CC1)N(C(OC(C)(C)C)=O)C)=O